ClC1=C(C=CC=C1)C1=NNC2=NC(=CN=C21)N2CC1C(C1CC2)(C=2SC=C(N2)C)CN [3-[3-(2-chlorophenyl)-1H-pyrazolo[3,4-b]pyrazin-6-yl]-7-(4-methyl-1,3-thiazol-2-yl)-3-azabicyclo[4.1.0]heptan-7-yl]methanamine